methyl (S)-7-((9,9-difluoro-9H-fluorene-3-carbonyl)glycyl)-1,4-dioxa-7-azaspiro[4.4]nonane-8-carboxylate FC1(C2=CC=CC=C2C=2C=C(C=CC12)C(=O)NCC(=O)N1CC2(OCCO2)C[C@H]1C(=O)OC)F